N2-(furan-2-ylmethyl)-7-(4-(pyrrolidin-1-ylmethyl)benzyl)imidazo[2,1-f][1,2,4]triazine-2,4-diamine O1C(=CC=C1)CNC1=NN2C(C(=N1)N)=NC=C2CC2=CC=C(C=C2)CN2CCCC2